NCCN(C(OC(C)(C)C)=O)C1CC1 tert-butyl (2-aminoethyl)(cyclopropyl)carbamate